1,2,4,5-tetra(4-formylphenyl)-3,6-dimethylbenzene C(=O)C1=CC=C(C=C1)C1=C(C(=C(C(=C1C)C1=CC=C(C=C1)C=O)C1=CC=C(C=C1)C=O)C)C1=CC=C(C=C1)C=O